FC1C(OC2=NC=C(C=C21)C(=O)NC=2C(N(C=CC2)[C@@H]2[C@@H](C2)F)=O)(C)C Fluoro-N-(1-((1S,2R)-2-fluorocyclopropyl)-2-oxo-1,2-dihydropyridin-3-yl)-2,2-dimethyl-2,3-dihydrofuro[2,3-b]pyridine-5-carboxamide